N-(5-((6-((R)-3-(2,3-difluorophenyl)-isoxazolidine-2-yl)pyrimidine-4-yl)amino)-4-methoxy-2-(4-methylpiperazine-1-yl)phenyl)acrylamide FC1=C(C=CC=C1F)[C@@H]1N(OCC1)C1=CC(=NC=N1)NC=1C(=CC(=C(C1)NC(C=C)=O)N1CCN(CC1)C)OC